(5-chloro-6-dispiro[2.0.24.13]heptan-7-yl-2-methyl-3-pyridyl)boronic acid ClC=1C=C(C(=NC1C1C2(C13CC3)CC2)C)B(O)O